Cl.Cl.CP(C)=O dimethylphosphine oxide dihydrochloride